N-(4-((3-methyl-4-((1-methyl-1H-benzo[d]imidazol-5-yl)oxy)phenyl)amino)pyrido[3,2-d]pyrimidin-6-yl)ethenesulfonamide CC=1C=C(C=CC1OC1=CC2=C(N(C=N2)C)C=C1)NC=1C2=C(N=CN1)C=CC(=N2)NS(=O)(=O)C=C